3-methyl-hexanone CC(C(C)=O)CCC